2-(3-((R)-but-3-en-2-ylamino)-5-((1r,3R)-3-methoxy-1-(4-methyl-4H-1,2,4-triazol-3-yl)cyclobutyl)phenyl)-6-(((1-methylcyclobutyl)amino)methyl)-4-(trifluoromethyl)isoindolin-1-one C[C@H](C=C)NC=1C=C(C=C(C1)C1(CC(C1)OC)C1=NN=CN1C)N1C(C2=CC(=CC(=C2C1)C(F)(F)F)CNC1(CCC1)C)=O